3-[2-[[(1R,2R,4S)-7-azabicyclo[2.2.1]heptan-3-yl]amino]-5-(trifluoromethyl)pyrimidin-4-yl]-1H-indole-6-carbonitrile [C@H]12CC([C@H](CC1)N2)NC2=NC=C(C(=N2)C2=CNC1=CC(=CC=C21)C#N)C(F)(F)F